BrC1=CC=2NC3=CC=C(C=C3OC2C=C1)C(F)(F)F 2-bromo-7-trifluoromethylphenoxazine